NC(CCN(NC([C@H](CC(C)C)NC(OC(C)(C)C)=O)=O)C(CF)=O)=O (S)-tert-butyl (1-(2-(3-amino-3-oxo-propyl)-2-(2-fluoroacetyl)hydrazinyl)-4-methyl-1-oxo-pentan-2-yl)carbamate